2-((E)-((E)-3-bromo-4-((E)-3-(4-chlorophenyl)acryloyloxy)-5-methoxybenzylidene)amino)-3-methylbutanoic acid BrC=1C=C(\C=N\C(C(=O)O)C(C)C)C=C(C1OC(\C=C\C1=CC=C(C=C1)Cl)=O)OC